ClC=1C=CC(=C(C1)C1=C2C(=NC(=C1)C)C(=CS2)C(=O)NS(=O)(=O)C)OCCN2C(=NC1=CC=C(C(=C1C2=O)C#N)CCN(C)C)C 7-(5-Chloro-2-(2-(5-cyano-6-(2-(dimethylamino)ethyl)-2-methyl-4-oxoquinazolin-3(4H)-yl)ethoxy)phenyl)-5-methyl-N-(methylsulfonyl)thieno[3,2-b]pyridine-3-carboxamide